CC=1C(=NC(=NC1)NC1=CC(=C(C=C1)SC)C(F)(F)F)NC=1C=CC2=C(NC(O2)=O)C1 5-[5-Methyl-2-(4-methylsulfanyl-3-trifluoromethyl-phenylamino)-pyrimidin-4-ylamino]-3H-benzooxazol-2-one